5-(3-(((1r,4r)-4-(5-chloro-2-(difluoromethyl)nicotinamido)cyclohexyl)methyl)-2-oxo-2,3-dihydro-1H-benzo[d]imidazol-1-yl)-N,6-dimethylpicolinamide ClC=1C=NC(=C(C(=O)NC2CCC(CC2)CN2C(N(C3=C2C=CC=C3)C=3C=CC(=NC3C)C(=O)NC)=O)C1)C(F)F